4-[2-methoxy-5-[(1R)-1-[[2-methyl-5-(4-methylpiperazin-1-yl)benzoyl]amino]ethyl]phenyl]piperidine-1-carboxylic acid tert-butyl ester C(C)(C)(C)OC(=O)N1CCC(CC1)C1=C(C=CC(=C1)[C@@H](C)NC(C1=C(C=CC(=C1)N1CCN(CC1)C)C)=O)OC